CC1(C2=CC=CC=C2N(C=2C=CC(=CC12)C=1C=CC=2C(N(C(C3=CC=CC1C23)=O)C)=O)C2=CC=CC=C2)C 6-(9,9-dimethyl-10-phenyl-9,10-dihydroacridin-2-yl)-2-methyl-1H-benzo[de]isoquinoline-1,3(2H)-dione